2-(5-(4-chlorophenyl)-1-(2,4-dichlorophenyl)-4-methyl-1H-pyrazol-3-yl)-N,N-dicyclohexyl-2-oxoacetamide ClC1=CC=C(C=C1)C1=C(C(=NN1C1=C(C=C(C=C1)Cl)Cl)C(C(=O)N(C1CCCCC1)C1CCCCC1)=O)C